8-methyl-7-(4-(p-tolyloxy)piperidin-1-yl-4-d)-4H-pyrimido[1,2-b]pyridazin-4-one CC1=CC=2N(N=C1N1CCC(CC1)([2H])OC1=CC=C(C=C1)C)C(C=CN2)=O